C1(CC1)C1=NC(=C2C(=N1)N(N=C2)C)NC=2N=CN(C2)C2=CC(=C(C(=C2)OC)OC)OC 6-cyclopropyl-1-methyl-N-(1-(3,4,5-trimethoxyphenyl)-1H-imidazol-4-yl)-1H-pyrazolo[3,4-d]pyrimidin-4-amine